COC(C1=NC(=CC=C1OCC1=CC=CC=C1)C#CCCCN1CCN(CC1)C)=O 3-(benzyloxy)-6-(5-(4-methylpiperazin-1-yl)pent-1-yn-1-yl)picolinic acid methyl ester